amino-5-chloro-6'-(2-ethoxyethyl)-2,4'-difluoro-N-(2-(trifluoromethyl)pyridin-4-yl)-[1,1'-biphenyl]-4-carboxamide NC=1C(=C(C=C(C1C(=O)NC1=CC(=NC=C1)C(F)(F)F)Cl)C1=CC=C(C=C1CCOCC)F)F